CC1(OB(OC1(C)C)C=1C=NN(C1)CC1N(CCC1)C(=O)OC(C)(C)C)C tert-butyl 2-((4-(4,4,5,5-tetramethyl-1,3,2-dioxaborolan-2-yl)-1H-pyrazol-1-yl)methyl)pyrrolidine-1-carboxylate